C(#N)C1=CC(=C(C(=C1)F)NC=1N(C2=NC(=NC=C2N1)NC1CCC1)C1CCC(CC1)(C(=O)N)C)F (1s,4s)-4-(8-(4-cyano-2,6-difluorophenylamino)-2-(cyclobutylamino)-9H-purin-9-yl)-1-methylcyclohexanecarboxamide